(2S)-2-methylpyrrolidine hydrochloride Cl.C[C@@H]1NCCC1